6-(benzo[d]thiazol-2-ylmethoxy)-2-(ethoxycarbonyl)-7-fluoroquinoline-4-carboxylic Acid S1C(=NC2=C1C=CC=C2)COC=2C=C1C(=CC(=NC1=CC2F)C(=O)OCC)C(=O)O